5-phenyl-1,4,5,7-tetrahydropyrano[3,4-c]Pyrazole-3-carboxamide C1(=CC=CC=C1)C1CC2=C(NN=C2C(=O)N)CO1